6-fluoro-4-oxo-N-[(2S)-1,1,1-trifluorobutan-2-yl]-1,4-dihydro-1,8-naphthyridine-3-carboxamide FC=1C=C2C(C(=CNC2=NC1)C(=O)N[C@H](C(F)(F)F)CC)=O